COC=1C=C(C=CC1OC)C(C(=O)O)=O 3,4-dimethoxyphenylglyoxylic acid